1-Hydroxy-9a,11a-dimethylhexadecahydro-7H-cyclopenta[a]phenanthren-7-one OC1CCC2C1(CCC1C3(CCC(CC3CCC21)=O)C)C